FC1=C(C=C(C(=C1)[N+](=O)[O-])OC)F 1,2-difluoro-4-methoxy-5-nitro-benzene